7-fluoro-1,4,4-trimethyl-9-trifluoromethyl-4,5-dihydro-[1,2,4]triazolo[4,3-a]quinoxaline FC=1C=C2NC(C=3N(C2=C(C1)C(F)(F)F)C(=NN3)C)(C)C